(R)-1-((2-((1-methoxypropan-2-yl)amino)pyridin-4-yl)methyl)-5,5-dimethyl-3-(4-(1-(trifluoromethyl)cyclopropyl)phenyl)imidazolidine-2,4-dione COC[C@@H](C)NC1=NC=CC(=C1)CN1C(N(C(C1(C)C)=O)C1=CC=C(C=C1)C1(CC1)C(F)(F)F)=O